5-((4-Bromophenyl)sulfanyl)benzofuran-2-carboxylic acid ethyl ester C(C)OC(=O)C=1OC2=C(C1)C=C(C=C2)SC2=CC=C(C=C2)Br